[Si](C1=CC=CC=C1)(C1=CC=CC=C1)(C(C)(C)C)OCCCC[N+](CCCCCC(CSCCCCC)O)(CCCCCC(CSCCCCC)O)[O-] N-(4-((tert-butyldiphenylsilyl)oxy)butyl)-6-hydroxy-N-(6-hydroxy-7-(pentylthio)hept-yl)-7-(pentylthio)heptan-1-amine oxide